BrC1=C(OC2=CC=3C=4C5=C(C(=CC4C(C3C=C2)(C)C)N(C2=CC=CC=C2)C2=CC=CC=C2)C=CC=C5)C=CC=C1OC1=CC=CC=C1 10-(2-bromo-3-phenoxyphenoxy)-7,7-dimethyl-N,N-diphenyl-7H-benzo[c]fluoren-5-amine